1-(2-(2,2,2-trifluoroethoxy)pyridin-4-yl)cyclopropan-1-amine FC(COC1=NC=CC(=C1)C1(CC1)N)(F)F